methoxy-N-[(1R,3S)-3-[[7-methyl-2-(trifluoromethyl)-4-quinolyl]amino]cyclohexyl]benzamide COC1=C(C(=O)N[C@H]2C[C@H](CCC2)NC2=CC(=NC3=CC(=CC=C23)C)C(F)(F)F)C=CC=C1